O2-tert-butyl O7-isopropoxycarbonyl 2-azaspiro[3.5]nonane-2,7-dicarboxylate C1N(CC12CCC(CC2)C(=O)OC(=O)OC(C)C)C(=O)OC(C)(C)C